sulfosalicylic acid anion S(=O)(=O)(O)OC=1C(C(=O)[O-])=CC=CC1